N,N'-(disulfanediylbis(4,1-phenylene))diacrylamide S(SC1=CC=C(C=C1)NC(C=C)=O)C1=CC=C(C=C1)NC(C=C)=O